FC1=C(C=C(C=C1)F)[C@@H]1N(C[C@H](C1)F)C1=NC=2N(C=C1)N=CC2C(=O)NC2=CC=C(C=C2)OC(=O)N2CCCCC2 4-(5-((2R,4S)-2-(2,5-difluorophenyl)-4-fluoropyrrolidin-1-yl)pyrazolo[1,5-a]pyrimidine-3-carboxamido)phenylpiperidine-1-carboxylate